C(C)(=O)NC=1C=C2C(=CN1)N(C=C2C2=NC(=CC(=C2)C2=NC=C(C=C2)CN2CC(C1(CCN(CC1)C(=O)OC(C)(C)C)CC2)(F)F)[C@]2(COCC2)OC)C Tert-butyl 9-[(2'-{5-acetamido-1-methylpyrrolo[2,3-c]pyridin-3-yl}-6'-[(3R)-3-methoxyoxolan-3-yl]-[2,4'-bipyridin]-5-yl)methyl]-7,7-difluoro-3,9-diazaspiro[5.5]undecane-3-carboxylate